C(C)(C)(C)C1=CC=C(C=C1)C1=CC(=C(C(=N1)C)C(=O)OCC)Cl ethyl 6-(4-tert-butylphenyl)-4-chloro-2-methyl-pyridine-3-carboxylate